2-Amino-5-methoxy-1H-indole-3-carbonitrile NC=1NC2=CC=C(C=C2C1C#N)OC